FC=1C=C(C=CC1F)C1=C(C(=NC2=CC(=CC=C12)O)NCC1(CC1)C(=O)OC)C(C)C methyl 1-[[[4-(3,4-difluorophenyl)-7-hydroxy-3-isopropyl-2-quinolyl]amino]methyl]cyclopropanecarboxylate